COC=1C=C(C=C(C1OC)OC)C=CC1=NC(=NC(=N1)C(Cl)(Cl)Cl)C(Cl)(Cl)Cl 2-[2-(3,4,5-trimethoxyphenyl)ethenyl]-4,6-bis(trichloromethyl)-s-triazine